NC=1C(=CNC1)C1=CN(C2=CC=CC=C12)C 4-amino-3-(1-methyl-1H-indol-3-yl)-1H-pyrrole